C(CCC(C(=O)[O-])CSCCCCCCCCCCCC)C(C(=O)[O-])CSCCCCCCCCCCCC Propane-1,3-diylbis[3-(dodecylthio) propionate]